6-(2-chlorophenyl)-5-ethynyl-2-[(3-methoxyphenyl)amino]-8-methylpyrido[2,3-d]pyrimidin-7-one ClC1=C(C=CC=C1)C1=C(C2=C(N=C(N=C2)NC2=CC(=CC=C2)OC)N(C1=O)C)C#C